7-(3-(3-(4-(tert-butoxycarbonyl)piperazin-1-yl)propoxy)phenyl)quinoline-4-carboxylic acid C(C)(C)(C)OC(=O)N1CCN(CC1)CCCOC=1C=C(C=CC1)C1=CC=C2C(=CC=NC2=C1)C(=O)O